CC(C)(C=1C=NC=C(C1)C=1C=C2CCC(N(C2=CC1)C)=O)NC(=O)C1=NC=CC=C1Cl 3-Chloro-pyridine-2-carboxylic acid {1-methyl-1-[5-(1-methyl-2-oxo-1,2,3,4-tetrahydro-quinolin-6-yl)-pyridin-3-yl]-ethyl}-amide